2-methyl-3,6-dioxo-2-(5-pentylfuran-2-yl)undecanoic acid CC(C(=O)O)(C(CCC(CCCCC)=O)=O)C=1OC(=CC1)CCCCC